(S)-2-amino-N-(1-(cyclopropylmethyl)piperidin-4-yl)-3-(3-fluoro-4-((3-methyl-1H-pyrrolo[2,3-b]pyridin-4-yl)oxy)phenyl)propanamide N[C@H](C(=O)NC1CCN(CC1)CC1CC1)CC1=CC(=C(C=C1)OC1=C2C(=NC=C1)NC=C2C)F